C1(CC1)C=1C=C2C=CN(C(C2=C(C1)F)=O)C1=NC=CC(=C1CO)C1=CN(C(C(=C1)NC1=NN2C(CN(CC2)C(=O)OC(C)(C)C)=C1)=O)C tert-butyl 2-{[2'-(6-cyclopropyl-8-fluoro-1-oxoisoquinolin-2-yl)-3'-(hydroxymethyl)-1-methyl-6-oxo-[3,4'-bipyridin]-5-yl]amino}-4H,6H,7H-pyrazolo[1,5-a]pyrazine-5-carboxylate